5-(azetidin-1-ylmethyl)-N-(4-methylpyridin-2-yl)-4-(pyridin-2-yl)thiazol-2-amine N1(CCC1)CC1=C(N=C(S1)NC1=NC=CC(=C1)C)C1=NC=CC=C1